8-bromo-5,5-difluoro-5,6,7,8-tetrahydroquinoxaline BrC1CCC(C=2N=CC=NC12)(F)F